2'-chloro-5'-methoxy-6-methyl-N-(6-(pyridin-2-yl)imidazolo[2,1-b][1,3,4]thiadiazol-2-yl)-[4,4'-bipyridine]-3-carboxamide ClC1=NC=C(C(=C1)C1=C(C=NC(=C1)C)C(=O)NC1=NN2C(S1)=NC(=C2)C2=NC=CC=C2)OC